4-(3-(4-fluoro-2,6-dimethylphenoxy)-1-methyl-2-oxo-1,2-dihydropyridin-4-yl)-6-methyl-7-oxo-N-(1-(trifluoromethyl)cyclopropyl)-6,7-dihydro-1H-pyrrolo[2,3-c]pyridine-2-carboxamide FC1=CC(=C(OC=2C(N(C=CC2C=2C3=C(C(N(C2)C)=O)NC(=C3)C(=O)NC3(CC3)C(F)(F)F)C)=O)C(=C1)C)C